Cl.NC(CCCCB(O)O)C1=NN=NN1CC(=O)NCC1=CC=C(C=C1)C#N (5-amino-5-(1-(2-((4-cyanobenzyl)amino)-2-oxoethyl)-1H-tetrazol-5-yl)pentyl)boronic acid hydrochloride